(S,E)-4-(3-(4-(8-(2,4-Dichlorophenyl)-3-hydroxy-6,7-dihydro-5H-benzo[7]annulen-9-yl)phenoxy)pyrrolidin-1-yl)-N,N-dimethylbut-2-enamide ClC1=C(C=CC(=C1)Cl)C=1CCCC2=C(C1C1=CC=C(O[C@@H]3CN(CC3)C/C=C/C(=O)N(C)C)C=C1)C=CC(=C2)O